(4-chloro-7-(difluoromethyl)-6-(4-morpholinophenyl)-2H-indazol-2-yl)-2-((R)-6-fluoro-6,7-dihydro-5H-pyrrolo[1,2-c]imidazol-1-yl)acetic acid ethyl ester C(C)OC(C(C1=C2N(C=N1)C[C@@H](C2)F)N2N=C1C(=C(C=C(C1=C2)Cl)C2=CC=C(C=C2)N2CCOCC2)C(F)F)=O